2-((2,2-difluoro-1-hydroxy-7-(trifluoromethylsulfanyl)-2,3-dihydro-1H-inden-4-yl)oxy)-5-fluoroterephthalonitrile FC1(C(C2=C(C=CC(=C2C1)OC1=C(C#N)C=C(C(=C1)C#N)F)SC(F)(F)F)O)F